FC1=C(OC=2N=CC(=NC2)NC([C@H](C)N2CC(N(CC2)C(=O)C=2N=C(C(NC2)=O)N2N=CC=C2)(C)C)=O)C=CC(=C1)F (S)-N-(5-(2,4-difluorophenoxy)pyrazin-2-yl)-2-(3,3-dimethyl-4-(5-oxo-6-(1H-pyrazol-1-yl)-4,5-dihydropyrazine-2-carbonyl)piperazin-1-yl)propanamide